FC1=CC2=C(N(C([C@H](CS2(=O)=O)NC(OC(C)(C)C)=O)=O)CC2=NC(=CC=C2)OC(C)C)C=C1C1=NOC(=N1)N1CCOC2(CC2)C1 tert-butyl N-[(3R)-8-fluoro-5-[(6-isopropoxy-2-pyridyl)methyl]-7-[5-(4-oxa-7-azaspiro[2.5]octan-7-yl)-1,2,4-oxadiazol-3-yl]-1,1,4-trioxo-2,3-dihydro-1λ6,5-benzothiazepin-3-yl]carbamate